FC=1C(=C(C=CC1F)[C@H]1[C@@H](CO[C@](C1)(C(F)(F)F)C)C=1NC=2C=CN=C(C2C(C1)=O)C#N)OC 2-((3R,4R,6R)-4-(3,4-difluoro-2-methoxyphenyl)-6-methyl-6-(trifluoromethyl)tetrahydro-2H-pyran-3-yl)-4-oxo-1,4-dihydro-1,6-naphthyridine-5-carbonitrile